C(C1=CC=CC=C1)N1B(N(C2=C3C1=CC=CC3=CC=C2)[Si](C)(C)C)C=2C(=C3CC(CC3=C(C2C)C)(C(=O)OC)C(=O)OC)C (S)-dimethyl 5-(1-benzyl-3-(trimethylsilyl)-1H-naphtho[1,8-de][1,3,2]diazaborinin-2(3H)-yl)-4,6,7-trimethyl-1,3-dihydro-2H-indene-2,2-dicarboxylate